1-(cyclopentanecarbonyl-1H-imidazol-4-yl)-2-hydroxybenzenesulfonamide C1(CCCC1)C(=O)N1C=NC(=C1)C1(C(C=CC=C1)O)S(=O)(=O)N